C(C#C)OC(=O)NCCCC[C@H](N)C(=O)O N6-((prop-2-yn-1-yloxy)carbonyl)-L-lysine